2-(3-(dimethylamino)-2,2-dimethylpropionamido)-N,3-dimethylbutyramide CN(CC(C(=O)NC(C(=O)NC)C(C)C)(C)C)C